[Na+].[Na+].C1=CC=CC2=C(C3=CC=CC=C3C(=C12)CCC(=O)[O-])CCC(=O)[O-] anthracene-9,10-dipropionic acid disodium salt